19-Hydroxy-tetracosanoic acid OC(CCCCCCCCCCCCCCCCCC(=O)O)CCCCC